3,6-di(10H-phenoxazine-10-yl)phenanthrene-9,10-dione C1=CC=CC=2OC3=CC=CC=C3N(C12)C=1C=CC=2C(C(C3=CC=C(C=C3C2C1)N1C2=CC=CC=C2OC=2C=CC=CC12)=O)=O